Cl.N(N)C(=O)N1C=CC2=C1N=CN=C2N(C2CCC(CC2)CS(=O)(=O)NC)C 1-[4-[[7-(hydrazinecarbonyl)pyrrolo[2,3-d]pyrimidin-4-yl]-methyl-amino]cyclohexyl]-trans-N-methyl-methanesulfonamide hydrochloride